N-(4-Benzylphenyl)piperidine-1-sulfonamide C(C1=CC=CC=C1)C1=CC=C(C=C1)NS(=O)(=O)N1CCCCC1